C(CCCCCCCCCCCCCCC)N1C(=C(C(C=C1)=O)OC(=O)C(C)(C)C)C#N N-hexadecyl-2-cyano-3-t-butylcarbonyloxy-pyridin-4-one